2',3-dichloro-4-[(3,5-difluoropyridin-2-yl)methoxy]-3'-fluoro-5',6-dimethyl-[1,4'-bipyridin]-2-one ClC1=NC=C(C(=C1F)N1C(C(=C(C=C1C)OCC1=NC=C(C=C1F)F)Cl)=O)C